6,3',4'-trihydroxyflavone OC=1C=C2C(C=C(OC2=CC1)C1=CC(=C(C=C1)O)O)=O